para-toluenesulfonylazide CC1=CC=C(C=C1)S(=O)(=O)N=[N+]=[N-]